dimethyl-4-butyl-2-methylcyclopentadienyl-2-methyl-4-(4-tert-butylphenyl)indenylsilane C[Si](C1C(=CC2=C(C=CC=C12)C1=CC=C(C=C1)C(C)(C)C)C)(C1C(=CC(=C1)CCCC)C)C